N-(2-((4-((2-methoxy-5-methyl-4-(4-(4-methylpiperazin-1-yl)piperidin-1-yl)phenyl)amino)-1,3,5-triazin-2-yl)amino)phenyl)methanesulfonamide COC1=C(C=C(C(=C1)N1CCC(CC1)N1CCN(CC1)C)C)NC1=NC(=NC=N1)NC1=C(C=CC=C1)NS(=O)(=O)C